C(CCCC)NC(=O)NCCCCCCCCCCCC N-pentyl-N'-dodecylurea